FC=1C=C(C=CC1)N1C(C=CC(=C1)C)=O 1-(3-fluorophenyl)-5-methyl-2(1H)pyridone